methyl-2-({1-[3-(trimethylammonio)propyl]-4(1H)-pyridinylidene}methyl)-1,3-benzoxazol-3-ium C[N+]1=C(OC2=C1C=CC=C2)C=C2C=CN(C=C2)CCC[N+](C)(C)C